C1N(CC2=CC=CC=C12)CC=1OC=C(C(C1)=O)OCC1=CC(=NC=C1)OC 2-(isoindolin-2-ylmethyl)-5-((2-methoxypyridin-4-yl)methoxy)-4H-pyran-4-one